7-bromo-5-((4-(Piperidin-4-yloxy)benzyl)oxy)-1,2,3,4-tetrahydronaphthalene-1-carboxylate BrC1=CC(=C2CCCC(C2=C1)C(=O)[O-])OCC1=CC=C(C=C1)OC1CCNCC1